(3R,3aS,6R,6aS)-6-[(4-Methylbenzenesulfonyl) oxy]-hexahydrofuro[3,2-b]furan-3-yl-4-methylbenzenesulfonate CC1=CC=C(C=C1)S(=O)(=O)O[C@@H]1CO[C@H]2[C@@H]1OC[C@H]2OS(=O)(=O)C2=CC=C(C=C2)C